(6R,8aS)-6-(8-amino-1-{4-[(1R)-1-hydroxy-1-(3-methylphenyl)ethyl]phenyl}imidazo[1,5-a]pyrazin-3-yl)hexahydroindolizin-3(2H)-one NC=1C=2N(C=CN1)C(=NC2C2=CC=C(C=C2)[C@](C)(C2=CC(=CC=C2)C)O)[C@H]2CN1C(CC[C@@H]1CC2)=O